(2s,3s,4r,5r)-5-(6-(benzylamino)-2-(2-chlorophenyl)-9H-purin-9-yl)-3,4-dihydroxy-N-methyltetrahydrofuran-2-carboxamide C(C1=CC=CC=C1)NC1=C2N=CN(C2=NC(=N1)C1=C(C=CC=C1)Cl)[C@H]1[C@@H]([C@@H]([C@H](O1)C(=O)NC)O)O